nickel-tungsten-tantalum oxide [O-2].[Ta+5].[W+4].[Ni+2]